COC(C(C)(C)C1=CC(=CC=C1)OC1CNC1)=O 2-[3-(azetidin-3-yloxy)phenyl]-2-methyl-propionic acid methyl ester